C(C)(C)(C)OC(=O)O[C@@H]1[C@H]([C@H](N(C1)C(=O)OC(C)(C)C)CC1=CC=C(C=C1)OCF)OC(=O)OC1=CC=C(C=C1)[N+](=O)[O-] tert-butyl (2R,3S,4S)-4-[(tert-butoxycarbonyl)oxy]-2-{[4-(fluoromethoxy)phenyl]methyl}-3-[(4-nitrophenoxycarbonyl)oxy]pyrrolidine-1-carboxylate